N[C@@H]1[C@@H](OCC12CCN(CC2)C2=CN=C1C(N(C(NC1=N2)=O)C2=C(C(=CC=C2)C2=NC=CN=C2)Cl)=O)C 7-((3S,4S)-4-amino-3-methyl-2-oxa-8-azaspiro[4.5]decan-8-yl)-3-(2-chloro-3-(pyrazin-2-yl)phenyl)pteridine-2,4(1H,3H)-dione